FC=1C(NC2=CN=CC=C2C1)=O C3-fluoro-1H-1,7-naphthyridin-2-one